p-serine C(C(C(=O)O)N)OP(=O)(O)O